3-(5-(3-aminoprop-1-yn-1-yl)furan-2-yl)prop-2-yn-1,1-d2-1-amine NCC#CC1=CC=C(O1)C#CC(N)([2H])[2H]